2-methoxy-5-[6-(phenoxymethyl)pyridine-2-amido]benzoic acid COC1=C(C(=O)O)C=C(C=C1)NC(=O)C1=NC(=CC=C1)COC1=CC=CC=C1